P(=O)(O)([O-])[O-].[Na+].[Na+].N[C@H](C(=O)N(CC1=CC=CC2=CC=CC=C12)CC(OCC)OCC)CC1=CC=C(C=C1)OC(C)(C)C (S)-2-amino-3-(4-t-butoxyphenyl)-N-(2,2-diethoxyethyl)-N-(naphthalen-1-ylmethyl)propionamide disodium hydrogen phosphate